tert-Butyl (2S,4S)-4-(7-(3-chloro-2-methylphenyl)-4-(methylthio)-6-oxo-8-(trifluoromethyl)-6,7-dihydro-1H-imidazo[4,5-c][1,7]naphthyridin-1-yl)-2-(cyanomethyl)piperidine-1-carboxylate ClC=1C(=C(C=CC1)N1C(=CC=2C3=C(C(=NC2C1=O)SC)N=CN3[C@@H]3C[C@H](N(CC3)C(=O)OC(C)(C)C)CC#N)C(F)(F)F)C